C(#C)C1=C2C(=CC(=CC2=CC=C1F)O)C1=C(C=2N=C(N=C(C2C(=N1)C#CC)N1CC2(CCO2)CCC1)OC[C@H]1N(CCC1)C)F 5-ethynyl-6-fluoro-4-(8-fluoro-2-(((S)-1-methylpyrrolidin-2-yl)methoxy)-5-(propynyl)-4-(1-oxa-6-azaspiro[3.5]non-6-yl)pyrido[4,3-d]pyrimidin-7-yl)naphthalene-2-ol